FC1=C(C=CC=C1)NC=1N=CC2=C(N1)N1C(C(=C2)C=2C=C(C=CC2C)NC(C2=NC=CC(=C2)C(F)(F)F)=O)=NCC1 N-(3-(2-((2-fluorophenyl)amino)-8,9-dihydroimidazo[1',2':1,6]pyrido[2,3-d]pyrimidin-6-yl)-4-methylphenyl)-4-(trifluoromethyl)picolinamide